7-methylimidazo[1,2-a]pyridine-5-carboxylic acid CC1=CC=2N(C(=C1)C(=O)O)C=CN2